NC1=CC(=NC(=C1)NC1=C(C=CC=C1)Cl)C(=O)NC1CC2=CC=CC=C2C1 4-Amino-6-((2-chlorophenyl)amino)-N-(2,3-dihydro-1H-inden-2-yl)pyridineamide